C(C)(C)(C)OC(=O)N1CC=2N=CN=C(C2CC1)NC=1C=NC=CC1C(F)(F)F 4-[[4-(Trifluoromethyl)pyridin-3-yl]amino]-5H,6H,7H,8H-pyrido[3,4-d]pyrimidine-7-carboxylic acid tert-butyl ester